(E)-4-(6-(2-(5-cyclopropyl-3-(2,6-dichlorophenyl)isoxazol-4-yl)vinyl)-3-azabicyclo[3.1.0]hex-3-yl)benzonitrile C1(CC1)C1=C(C(=NO1)C1=C(C=CC=C1Cl)Cl)/C=C/C1C2CN(CC12)C1=CC=C(C#N)C=C1